O[C@@]1(C(N(CCC1)C)=O)C1=CC(=CC=C1)C=1N=C(SC1)C1=CN(C2=NC=CN=C21)S(=O)(=O)C2=CC=C(C)C=C2 (R)-3-hydroxy-1-methyl-3-(3-(2-(5-tosyl-5H-pyrrolo[2,3-b]pyrazin-7-yl)thiazol-4-yl)phenyl)piperidin-2-one